2,4-dioctadecyl-benzyl alcohol C(CCCCCCCCCCCCCCCCC)C1=C(CO)C=CC(=C1)CCCCCCCCCCCCCCCCCC